O=C1N2[C@H](OC13CC(C3)OCC=3C=C(C#N)C=CC3)CC[C@H]2C2=NC=CN=C2 3-((((5'S,7a'R)-3'-oxo-5'-(pyrazin-2-yl)tetrahydro-3'H-spiro[cyclobutane-1,2'-pyrrolo[2,1-b]oxazol]-3-yl)oxy)methyl)benzonitrile